2-((2-(4-((tert-Butoxycarbonyl)amino)butan-2-yl)-3,4-difluorophenyl)amino)-5-fluoro-4-(trifluoromethyl)benzoic acid C(C)(C)(C)OC(=O)NCCC(C)C1=C(C=CC(=C1F)F)NC1=C(C(=O)O)C=C(C(=C1)C(F)(F)F)F